(6x-s,7x-s)-2-(4-fluorophenyl)-6,7-dimethyl-3-(1H-pyrazolo[3,4-b]pyridin-4-yl)-6,7-dihydro-4H-pyrazolo[5,1-c][1,4]oxazine FC1=CC=C(C=C1)C1=NN2C(COC(C2C)C)=C1C1=C2C(=NC=C1)NN=C2